ClC1=C(C#N)C=CC(=C1)N1CC2(CC1)CCN(CC2)C(C2=CC=C(C=C2)N2CCC(CC2)N2CCN(CC2)C=2C=C1C(N(C(C1=CC2)=O)C2C(NC(CC2)=O)=O)=O)=O 2-chloro-4-(8-(4-(4-(4-(2-(2,6-dioxopiperidin-3-yl)-1,3-dioxoisoindolin-5-yl)piperazin-1-yl)piperidin-1-yl)benzoyl)-2,8-diazaspiro[4.5]decan-2-yl)benzonitrile